FC1(CCN(CC1)C1=NC(=CC(=N1)C(CNC(C1=C(C=C(C=C1)I)N1CCC2(CC2)CC1)=O)O)C)F N-(2-(2-(4,4-difluoropiperidin-1-yl)-6-methylpyrimidin-4-yl)-2-hydroxyethyl)-4-iodo-2-(6-azaspiro[2.5]octan-6-yl)benzamide